OC(C)(C)C=1C=C(SC1)[S@@](=O)(N)=NC(NC1=C2C(=NC(=C1C)C(C)C)CCC2)=O (R)-4-(2-Hydroxypropan-2-yl)-N'-((2-isopropyl-3-methyl-6,7-dihydro-5H-cyclopenta[b]pyridin-4-yl)carbamoyl)thiophene-2-sulfonimidamide